γ-Chloropropyltrimethoxy-silan ClCCC[Si](OC)(OC)OC